C(C)(C)(C)[Si](C)(C)OCCCC#CC1CC1 t-butyl-[(5-cyclopropylpent-4-yn-1-yl)oxy]dimethylsilane